2-[6-[[6-(5-hydroxypentoxy)-2-pyridyl]amino]-1-(methylamino)-2,7-naphthyridin-4-yl]-1,3-benzoxazol-5-ol OCCCCCOC1=CC=CC(=N1)NC=1C=C2C(=CN=C(C2=CN1)NC)C=1OC2=C(N1)C=C(C=C2)O